NC=1C=NN(C1)C1C(CC1)O 2-(4-amino-1H-pyrazol-1-yl)cyclobutan-1-ol